O=C1N(C(C2=CC=CC=C12)=O)CCCC(=N)NO 4-(1,3-dioxoisoindolin-2-yl)-N-hydroxybutyramidine